1'H-[1,2'-bibenzo[d]imidazole]-6'-carbonitrile N1(C=NC2=C1C=CC=C2)C2=NC1=C(N2)C=C(C=C1)C#N